2-{3-(dibenzothiophen-4-yl)phenyl}-4,6-diphenyl-1,3,5-triazine C1=CC=C(C=2SC3=C(C21)C=CC=C3)C=3C=C(C=CC3)C3=NC(=NC(=N3)C3=CC=CC=C3)C3=CC=CC=C3